13-chloro-4,19,21-trifluoro-14-hydroxy-16,16-dioxo-9-oxa-16λ6-thia-17-azatetracyclo[16.3.1.111,15.02,7]tricosan-1(21),2,4,6,11(23),12,14,18(22),19-nonaen-10-one ClC1=CC=2C(OCC3=CC=C(C=C3C3=C(C=C(C(NS(C(=C1O)C2)(=O)=O)=C3)F)F)F)=O